ClC=1C=C2C(=NC1OC)C(=C(N2C)C2=NC(=NN2)C(C)(F)F)C=2C=NNC2 chloro-2-(3-(1,1-difluoroethyl)-1H-1,2,4-triazol-5-yl)-5-methoxy-1-methyl-3-(1H-pyrazol-4-yl)-1H-pyrrolo[3,2-b]pyridine